BrC=1C=C(C2=C(N(C(CO2)=O)C(C)C)C1)F 6-bromo-8-fluoro-4-isopropyl-2H-1,4-benzoxazin-3-one